NC1=NC=2C=NC(=CC2C2=C1COC2)C(=O)N2[C@@H](COC[C@@H]2C)C=2C=NC(=CC2)OC(F)F (4-amino-1,3-dihydrofuro[3,4-c][1,7]naphthyridin-8-yl)((3R,5S)-3-(6-(difluoromethoxy)-3-pyridinyl)-5-methyl-4-morpholinyl)methanone